2-(4-methylcyclohex-3-en-1-yl)propan-2-thiol CC1=CCC(CC1)C(C)(C)S